(5-Fluoropyridin-2-yl)(3-hydroxy-5-(imidazo[1,2-a]pyridin-6-yl)-2,3-dihydrospiro[inden-1,3'-pyrrolidin]-1'-yl)methanone FC=1C=CC(=NC1)C(=O)N1CC2(CC1)CC(C1=CC(=CC=C12)C=1C=CC=2N(C1)C=CN2)O